SCCCCCCCO 7-Mercaptoheptan-1-ol